ClC1=C(C=CC(=C1)Cl)CNCC=1C=CC(=NC1)C(=O)OC methyl 5-({[(2,4-dichlorophenyl)methyl]amino}methyl)pyridine-2-carboxylate